9α-hydroxy-androstenedione O[C@@]12[C@]3(CCC(C=C3CC[C@H]1[C@@H]1CCC([C@@]1(C)CC2)=O)=O)C